ethyl (S)-4-(1-(5-(3-(1,1-difluoroethyl)phenoxy)-1,3-dimethyl-1H-pyrazole-4-carboxamido)ethyl)benzoate FC(C)(F)C=1C=C(OC2=C(C(=NN2C)C)C(=O)N[C@@H](C)C2=CC=C(C(=O)OCC)C=C2)C=CC1